3-(((4'-(6-chloro-2-(((3r,3ar,6r,6ar)-6-hydroxyhexahydrofuro[3,2-b]furan-3-yl)oxy)-1H-imidazo[4,5-b]pyridin-5-yl)-[1,1'-biphenyl]-4-yl)methyl)amino)-2-hydroxypropionic acid ClC=1C=C2C(=NC1C1=CC=C(C=C1)C1=CC=C(C=C1)CNCC(C(=O)O)O)N=C(N2)O[C@H]2[C@@H]1[C@H](OC2)[C@@H](CO1)O